ClC=1C=C(C=CC1F)N1CCN(CC1)C1=C(C=C2C(C(=CN(C2=C1)C1CC1)C(=O)N)=O)F N'-(3-chloro-4-fluorophenyl)-1-cyclopropyl-6-fluoro-4-oxo-7-(1-piperazinyl)-1,4-dihydroquinoline-3-carboxamide